FCCN1N=NC2=C1C=C(C=C2)C=2C=CN1N=C(N=C(C12)OC([2H])([2H])[2H])NC1CCC(CC1)(O)C (1R,4R)-4-((5-(1-(2-fluoroethyl)-1H-benzo[d][1,2,3]triazol-6-yl)-4-(methoxy-d3)pyrrolo[2,1-f][1,2,4]triazin-2-yl)amino)-1-methylcyclohexan-1-ol